4-[(6-{[tris(propan-2-yl)silyl]oxy}hexyl)oxy]benzoic Acid CC(C)[Si](OCCCCCCOC1=CC=C(C(=O)O)C=C1)(C(C)C)C(C)C